tert-butyl N-[(3R,5R)-5-fluoro-1-[3-[[1-(4-formylcyclohexyl)-3-(trifluoromethyl)pyrazol-4-yl]carbamoyl]pyrazolo[1,5-a]pyrimidin-5-yl]-3-piperidyl]carbamate F[C@@H]1C[C@H](CN(C1)C1=NC=2N(C=C1)N=CC2C(NC=2C(=NN(C2)C2CCC(CC2)C=O)C(F)(F)F)=O)NC(OC(C)(C)C)=O